FC1=NC=CC(=C1)C=1OC=C(N1)C(=O)OCC 1-Ethyl 2-(2-fluoropyridin-4-yl)oxazole-4-carboxylate